(R)-1-((3R,4R)-3-fluoro-4-((2-(3-((2-methoxy-4-(methylsulfonyl)phenyl)amino)prop-1-yn-1-yl)-1-(2,2,2-trifluoroethyl)-1H-indol-4-yl)amino)piperidin-1-yl)-3-methoxypropan-2-ol F[C@@H]1CN(CC[C@H]1NC1=C2C=C(N(C2=CC=C1)CC(F)(F)F)C#CCNC1=C(C=C(C=C1)S(=O)(=O)C)OC)C[C@H](COC)O